3-((1-methyl-1H-pyrazol-4-yl)methoxy)-N-(2-methylpyrimidin-5-yl)-1,7-naphthyridin-8-amine CN1N=CC(=C1)COC=1C=NC2=C(N=CC=C2C1)NC=1C=NC(=NC1)C